BrCC(C(=C)C)C 4-bromo-2,3-dimethyl-1-butene